C(C(C)C)NC(=O)C=1N=C2N(C=C(C=C2)C2=NOC(=N2)C(F)(F)F)C1 N-isobutyl-6-(5-(trifluoromethyl)-1,2,4-oxadiazol-3-yl)imidazo[1,2-a]pyridine-2-carboxamide